(S)-3-(2-oxooxazolidin-4-yl)propionic acid O=C1OC[C@@H](N1)CCC(=O)O